C1(=CC=CC=C1)C(C)N(CC1=CC(=CC=C1)CNCC1=NC=CC=C1)CC1=NC=CC=C1 N-[1-(phenyl)ethyl]-N,N'-bis(2-pyridinylmethyl)-1,3-benzenedimethanamine